CC1N(S(C=2N(C1C(=O)[O-])C(C=C(C2C2=CC(=CC=C2)C(F)(F)F)C(C2=CC=CC1=CC=CC=C21)(F)F)=O)(=O)=O)CC2=CC=C(C=C2)OC Methyl-8-(difluoro(naphthalen-1-yl)methyl)-2-(4-methoxybenzyl)-6-oxo-9-(3-(trifluoromethyl)phenyl)-3,4-dihydro-2H,6H-pyrido[1,2-e][1,2,5]thiadiazine-4-carboxylate 1,1-dioxide